2-methyl-2,3-dihydrobenzofuran-2-carboxylic acid ethyl ester C(C)OC(=O)C1(OC2=C(C1)C=CC=C2)C